2-((4-methyl-1H-pyrrol-3-yl)methyl)-6-((2-methyl-6-(trifluoromethyl)pyridin-3-yl)sulfonyl)-2,6-diazaspiro[3.3]heptane CC=1C(=CNC1)CN1CC2(C1)CN(C2)S(=O)(=O)C=2C(=NC(=CC2)C(F)(F)F)C